FC=1C=C(C=C(C1N)F)C1=CC(=CC=C1)OC 3,5-Difluoro-3'-methoxy-[1,1'-biphenyl]-4-amine